FC([C@H]1N(C(OC1)=C=O)C=1N=C2C3=C(OCCCN2C1)C=C(C=C3)NC(C(=O)N)C)F 2-((2-((S)-4-(difluoromethyl)-2-carbonyloxazolidin-3-yl)-6,7-dihydro-5H-benzo[b]imidazo[2,1-d][1,5]oxazocin-10-yl)amino)propionamide